(S)-6-(4'-amino-4'H,6'H-spiro[piperidine-4,5'-pyrrolo[1,2-b]pyrazol]-1-yl)-3-(2,3-dichlorophenyl)-1-methylpyridin-2(1H)-one N[C@H]1C2(CN3N=CC=C31)CCN(CC2)C2=CC=C(C(N2C)=O)C2=C(C(=CC=C2)Cl)Cl